1-naphthyl-1-pentanone C1(=CC=CC2=CC=CC=C12)C(CCCC)=O